C(C)OC(=O)N1C2COCC1CC(C2)N2CCC1(C(NC(O1)=O)CC)CC2 7-(4-ethyl-2-oxo-1-oxa-3,8-diazaspiro[4.5]dec-8-yl)-3-oxa-9-azabicyclo[3.3.1]nonane-9-carboxylic acid ethyl ester